4-tert-octyl-amino-2,6-dichloro-1,3,5-triazine C(C)(C)(CC(C)(C)C)C1=NC(N(C(=N1)Cl)N)Cl